di(tridecan-7-yl) 10-(3-(butyldisulfaneyl)-N-(4-(dimethylamino)butyl) propanamido)nonadecanedioate C(CCC)SSCCC(=O)N(CCCCN(C)C)C(CCCCCCCCC(=O)OC(CCCCCC)CCCCCC)CCCCCCCCC(=O)OC(CCCCCC)CCCCCC